(2S,4R)-1-[(2S)-2-(4-cyclopropyltriazol-1-yl)-3,3-dimethyl-butanoyl]-N-[1-[(4-fluorophenyl)carbamoyl]cyclopropyl]-4-hydroxy-pyrrolidine-2-carboxamide C1(CC1)C=1N=NN(C1)[C@H](C(=O)N1[C@@H](C[C@H](C1)O)C(=O)NC1(CC1)C(NC1=CC=C(C=C1)F)=O)C(C)(C)C